N-(7-chloro-6-(4-(4-hydroxy-3-methyltetrahydrofuran-3-yl)piperazin-1-yl)isoquinolin-3-yl)spiro[2.2]pentane-1-carboxamide ClC1=C(C=C2C=C(N=CC2=C1)NC(=O)C1CC12CC2)N2CCN(CC2)C2(COCC2O)C